C1(CC1)C=1C=NN(C1)[C@H]1[C@@H](CC1)C=1NC(C2=C(N1)N(N=C2C#N)[C@@H](C)C=2C=NC(=CC2)C(F)(F)F)=O 6-((1R,2R)-2-(4-Cyclopropyl-1H-pyrazol-1-yl)cyclobutyl)-4-oxo-1-((S)-1-(6-(trifluoromethyl)pyridin-3-yl)ethyl)-4,5-dihydro-1H-pyrazolo[3,4-d]pyrimidin-3-carbonitril